NC1=C(C2=C(NC=N2)C(=C1)Br)C(=O)N1CCC=2N(N=C3CCN(C[C@H]1C23)C(C=C)=O)C2=CC=C(C=C2)C2CC2 |o1:24| (R or S)-1-(5-(5-amino-7-bromo-1H-benzo[d]imidazole-4-carbonyl)-2-(4-cyclopropylphenyl)-2,3,4,5,5a,6,8,9-octahydro-7H-1,2,5,7-tetraazabenzo[cd]azulen-7-yl)prop-2-en-1-one